NC1=NC2=C(C3=CN=CC=C13)C=C(C=C2)C(=O)N(C2CCC1=CC(=CC=C21)C=2C=NN(C2)C)CC2CC2 5-amino-N-(cyclopropylmethyl)-N-(5-(1-methyl-1H-pyrazol-4-yl)-2,3-dihydro-1H-inden-1-yl)benzo[c][2,6]naphthyridin-9-carboxamide